1-(4-(4-AMINO-1-CYCLOBUTYL-1H-PYRAZOLO[3,4-D]PYRIMIDIN-3-YL)PHENYL)-3-(3-(TERT-BUTYL)ISOXAZOL-5-YL)UREA NC1=C2C(=NC=N1)N(N=C2C2=CC=C(C=C2)NC(=O)NC2=CC(=NO2)C(C)(C)C)C2CCC2